C(C)(C)C1=C(C=CC=C1)C=1N=C(C2=C(N1)CCN(C2)CC#N)NCC2=CC=C(C=C2)C=2N(C=C(N2)C(F)(F)F)C 2-(2-(2-isopropylphenyl)-4-((4-(1-methyl-4-(trifluoromethyl)-1H-imidazol-2-yl)benzyl)amino)-7,8-dihydropyrido[4,3-d]pyrimidin-6(5H)-yl)acetonitrile